2-oxo-2-[(2R,5S)-2-[3-[(dimethylamino)methyl]phenyl]-5-methyl-1-piperidyl]acetamide O=C(C(=O)N)N1[C@H](CC[C@@H](C1)C)C1=CC(=CC=C1)CN(C)C